(R)-5-chloro-N-(2-((2-methoxy-3-nitropyridin-5-yl)methoxy)propyl)-N-Boc-7,8-dihydro-6H-pyrazolo[1,5-a]pyrrolo[3,2-e]pyrimidine-3-carboxamide ClC1=NC=2N(C3=C1CCN3)N=CC2C(=O)N(C(=O)OC(C)(C)C)C[C@@H](C)OCC=2C=C(C(=NC2)OC)[N+](=O)[O-]